1-(7-Bromo-3,4-dihydroquinolin-1(2H)-yl)ethan-1-one BrC1=CC=C2CCCN(C2=C1)C(C)=O